3-methoxyazetidine-1-sulfonamide trifluoroacetate FC(C(=O)O)(F)F.COC1CN(C1)S(=O)(=O)N